Methyl 3-(N-(4-chloro-2-(pyrrol-1-yl)-5-(trifluoromethyl)phenyl)sulfamoyl)-4-cyclopropylbenzoate ClC1=CC(=C(C=C1C(F)(F)F)NS(=O)(=O)C=1C=C(C(=O)OC)C=CC1C1CC1)N1C=CC=C1